(6S)-6-(5-chloro-2-methoxyphenyl)-6-methyl-3-(trifluoromethyl)-4H-pyrrolo[2,3-d]isoxazol ClC=1C=CC(=C(C1)[C@]1(CNC=2C(=NOC21)C(F)(F)F)C)OC